C1(CC1)CN1N=C(C(=C1NC1=CC(=NC=N1)N1N=C(C(=C1C)[C@@H](C)O)C)C)C1=CC=C(C=C1)F |r| racemic-1-[1-(6-{[1-(cyclopropylmethyl)-3-(4-fluorophenyl)-4-methyl-1H-pyrazol-5-yl]amino}pyrimidin-4-yl)-3,5-dimethyl-1H-pyrazol-4-yl]ethanol